5Z,8Z,11Z,14Z-eicosatetraenoic acid CCCCC/C=C\C/C=C\C/C=C\C/C=C\CCCC(=O)O